C1([C@H](O)[C@@H](O)[C@H](O)[C@H](O1)CO)N(O)C1[C@H](O)[C@@H](O)[C@@H](O)[C@H](O1)CO glucosyl-galactosylhydroxylamine